3-(4-nitrophenoxy)cyclobutyl 4-methylbenzenesulfonate CC1=CC=C(C=C1)S(=O)(=O)OC1CC(C1)OC1=CC=C(C=C1)[N+](=O)[O-]